FC1=C(C=CC2=C1[C@H](CCO2)OC=2C(=CC(=C(C2)N2C(NC=1C(C2=O)=C(SC1)C(=O)O)=O)F)OC)F 3-(5-{[(4S)-5,6-difluoro-3,4-dihydro-2H-1-benzopyran-4-yl]oxy}-2-fluoro-4-methoxyphenyl)-2,4-dioxo-1H-thieno[3,4-d]pyrimidine-5-carboxylic acid